4-(Methoxymethyl)-N,N-dimethylpyrrolidin-3-amine COCC1C(CNC1)N(C)C